7-(methylsulfonyl)-2-(trifluoromethyl)-9H-indeno[2,1-d]pyrimidin-9-one CS(=O)(=O)C1=CC=2C(C=3N=C(N=CC3C2C=C1)C(F)(F)F)=O